C(CCC)N(P(C1=CC=C(C=C1)[Si](CCCC)(CCCC)CCCC)C1=CC=CC2=C1OC1=C2C=CC=C1)P(C1=CC=C(C=C1)[Si](CCCC)(CCCC)CCCC)C1=CC=CC2=C1OC1=C2C=CC=C1 N-butyl-1-(dibenzo[b,d]furan-4-yl)-N-(dibenzo[b,d]furan-4-yl(4-(tributylsilyl)phenyl)phosphaneyl)-1-(4-(tributylsilyl)phenyl)phosphanamine